NC1=NC2=CC(=CC=C2C=C1)CN(C(=O)C=1C=NC=CC1)C1=CC=CC=2CCOC21 N-[(2-aminoquinolin-7-yl)methyl]-N-(2,3-dihydro-1-benzofuran-7-yl)pyridine-3-carboxamide